CN1N=CC(=C1)C=1C=CC=2N(C1)N=CC2N2CCN(CC2)C2=NC=C(C=N2)S(=O)C2=CC=CC=C2 6-(1-methyl-1H-pyrazol-4-yl)-3-(4-(5-(phenylsulfinyl)pyrimidin-2-yl)piperazin-1-yl)pyrazolo[1,5-a]pyridine